C(C1=CC=CC=C1)OC1=C(C=C(C=C1F)F)C1=CC(=CC=C1Cl)C[C@]1(C[C@H](CC1)NS(=O)(=O)C)C(=O)N (1R,3S)-1-((2'-(benzyloxy)-6-chloro-3',5'-difluoro-[1,1'-biphenyl]-3-yl)methyl)-3-(methylsulfonamido)cyclopentane-1-carboxamide